C12CCC(C(OC1)N2)O 6-oxa-8-azabicyclo[3.2.1]octan-4-ol